C1CCC2=C(C=3CCCC3C=C12)NC(=O)O[C@@H](C(=O)OC1CCCC1)CC1=NC=CC=N1 Cyclopentyl (2R)-2-{[(1,2,3,5,6,7-hexahydro-s-indacen-4-yl)carbamoyl]oxy}-3-(pyrimidin-2-yl)propanoate